(2-chlorophenyl)-N-[3-{[(dimethylamino)methylidene]sulfamoyl}-4-(1H-pyrazol-4-yl)phenyl]acetamide ClC1=C(C=CC=C1)CC(=O)NC1=CC(=C(C=C1)C=1C=NNC1)S(N=CN(C)C)(=O)=O